trans-4-(((7-(cyclopentylamino)-5-fluoro-4-oxo-3,4-dihydroquinazolin-2-yl)methyl)thio)cyclohexane-1-carboxylic acid C1(CCCC1)NC1=CC(=C2C(NC(=NC2=C1)CS[C@@H]1CC[C@H](CC1)C(=O)O)=O)F